[N+](=O)([O-])[Sb] Nitro-Antimony